FC(C1=NC=CC(=C1)N1C[C@@H](CC1)C=O)F [(3R)-1-[2-(difluoromethyl)-4-pyridyl]pyrrolidin-3-yl]methanone